1-[5-[(R)-ethylsulfinyl]-6-[7-methyl-3-(trifluoromethyl)imidazo[4,5-c]pyridazin-6-yl]-3-pyridyl]cyclopropanecarbonitrile C(C)[S@@](=O)C=1C=C(C=NC1C1=NC2=C(N=NC(=C2)C(F)(F)F)N1C)C1(CC1)C#N